CC(C(=O)OCC(C)(C1=CC(=CC=C1)OC(F)(F)F)NC(=O)OC(C)(C)C)(C)C 2-{[(tert-butoxy)carbonyl]amino}-2-[3-(trifluoromethoxy)-phenyl]propyl 2,2-dimethylpropanoate